FC1=C(COC2=CC=C(C3=C2OCO3)CN[C@H](C(=O)N)C)C=CC=C1C(F)(F)F (S)-2-{[7-(2-fluoro-3-trifluoromethylbenzyloxy)benzo[d][1,3]dioxol-4-yl]methylamino}propanamide